5-Fluoro-3-(7-fluoro-2-methyl-2H-indazol-5-yl)-7-(piperidin-4-yl)cinnoline hydrochloride Cl.FC1=C2C=C(N=NC2=CC(=C1)C1CCNCC1)C1=CC2=CN(N=C2C(=C1)F)C